5-pregnen-3β,21-diol-20-one C[C@]12CC[C@H]3[C@H]([C@@H]1CC[C@@H]2C(=O)CO)CC=C4[C@@]3(CC[C@@H](C4)O)C